3-(4-Chlorophenyl)-1-[(3R)-1-phenylpiperidin-3-yl]urea ClC1=CC=C(C=C1)NC(N[C@H]1CN(CCC1)C1=CC=CC=C1)=O